N[C@H](CCC1=CC=C(C=C1)O)C 4-[(3S)-3-aminobutyl]phenol